SN1C2(N3C(=C(C=CC3=O)C)C1=O)CCCCC2 mercapto-8'-methyl-2'H-spiro[cyclohexane-1,3'-imidazo[1,5-a]pyridine]-1',5'-dione